tetraglycidyl-bis-(4-aminophenyl)-methane C(C1CO1)C1=C(C(=C(C(=C1CC1=CC=C(C=C1)N)CC1CO1)CC1CO1)N)CC1CO1